C(C)(C)(C)OC(=O)N1C(CN(CC1)C1=NC=CN=C1NC1=CC=C(C=C1)C(F)(F)F)CC#C.C(=C)[Si](OC(=C)C)(OC(=C)C)OC(=C)C vinyl-tris[(1-methylvinyl)oxy]silane tert-butyl-2-(prop-2-yn-1-yl)-4-(3-((4-(trifluoromethyl)phenyl)amino)pyrazin-2-yl)piperazine-1-carboxylate